C1(CC1)OC(=O)C1=C(N=NN1)OC1=CC=2CCCCC2C=C1.OCC1=CC=C(N)C=C1 4-hydroxymethyl-aniline cyclopropyl-4-((5,6,7,8-tetrahydronaphthalen-2-yl)oxy)-1H-1,2,3-triazole-5-carboxylate